1-(4-fluoro-2-((3-phenethyl-3-(tetrahydrofuran-2-yl)pyrrolidin-1-yl)methyl)phenyl)-1H-pyrazole FC1=CC(=C(C=C1)N1N=CC=C1)CN1CC(CC1)(C1OCCC1)CCC1=CC=CC=C1